4-((1-hydroxyadamantan-3-yl)amino)-2-(((S)-2,3,4,5-tetrahydro-3-hydroxybenzo[b][1,4]oxazepin-7-yl)amino)pyrimidine-5-carboxamide OC12CC3(CC(CC(C1)C3)C2)NC2=NC(=NC=C2C(=O)N)NC2=CC3=C(OC[C@H](CN3)O)C=C2